CN(CCCC1=C(C2=CC=CC=C2C=C1)S(=O)(=O)N)C (3-(dimethylamino)propyl)naphthalene-1-sulfonamide